FC1=CC=C(C=C1)N1N=CC2=CC(=C(C=C12)C)C1C(NCCN1)=O 3-(1-(4-fluorophenyl)-6-methyl-1H-indazol-5-yl)piperazin-2-one